8-chloro-1-iodo-3-methylimidazo[1,5-a]pyrazine ClC=1C=2N(C=CN1)C(=NC2I)C